ClC1=C(C=CC(=C1)Cl)CC(=O)OC1=CC=CC=2C=C3C4=CC=CCC4(C12)CCN3 9,4b-(epiminoethano)phenanthren-4-yl 2-(2,4-dichlorophenyl)acetate